C(C)(CC)C1C(NC2=C(CN1C(=O)NCC(CO)O)C=CC=C2)=O 3-(sec-butyl)-N-(2,3-dihydroxypropyl)-2-oxo-1,2,3,5-tetrahydro-4H-benzo[1,4]diazepine-4-carboxamide